(3aR,6aS)-5-[[6-(1,3-dimethylpyrazol-4-yl)pyridazin-3-yl]oxy-methyl]-2-[(4-fluoro-phenyl)methyl]-3,3a,4,5,6,6a-hexa-hydro-1H-cyclopenta[c]pyrrole CN1N=C(C(=C1)C1=CC=C(N=N1)OCC1C[C@@H]2[C@@H](CN(C2)CC2=CC=C(C=C2)F)C1)C